C(CCCCCC=CC)(=O)O non-7-enoic acid